2-cyclohexyl-2-(2-triphenylsilylethyl)-1,3-diethoxypropane C1(CCCCC1)C(COCC)(COCC)CC[Si](C1=CC=CC=C1)(C1=CC=CC=C1)C1=CC=CC=C1